2-(5-chloro-1-tosyl-1H-indazol-6-yl)ethan-1-ol ClC=1C=C2C=NN(C2=CC1CCO)S(=O)(=O)C1=CC=C(C)C=C1